CS(=O)(=O)O.ClC1=C(C(=CC=C1)Cl)C1=NC(=C(N1)C1=CC=C2C(=N1)N(C(=N2)C)CC(C)(C)C)C2=CC=C(C=C2)F 5-[2-(2,6-dichlorophenyl)-5-(4-fluorophenyl)-3H-imidazol-4-yl]-3-(2,2-dimethylpropyl)-2-methyl-3H-imidazo[4,5-b]pyridine methanesulfonate